CC1(OCCC12CCNCC2)C 1,1-dimethyl-2-oxa-8-azaspiro[4.5]decane